ClC=1C(=CC2=CN(N=C2C1)C)\N=C\1/N=CN(C(N1CC1=C(C=C(C(=C1)F)F)F)=O)CC1=NN(C=N1)C (6E)-6-[(6-chloro-2-methyl-2H-indazol-5-yl)imino]-3-[(1-methyl-1H-1,2,4-triazol-3-yl)methyl]-1-(2,4,5-trifluorobenzyl)-1,3,5-triazinon